N-[4-({[7-(3,6-Dihydro-2H-pyran-4-yl)-4-methoxy-[1,3]thiazolo[4,5-c]pyridin-2-yl]carbamoyl}amino)-2-methylphenyl]acetamid O1CCC(=CC1)C=1C2=C(C(=NC1)OC)N=C(S2)NC(=O)NC2=CC(=C(C=C2)NC(C)=O)C